bis-dimethylaminoethyl ether CN(C)C(COCC(N(C)C)N(C)C)N(C)C